ClC1=C(C(=O)Cl)C=CC(=C1C(OC)C1OCCC1)S(=O)(=O)C 2-chloro-4-methylsulfonyl-3-(tetrahydrofuran-2-yl-methoxy-methyl)benzoyl chloride